CN(C(CN1CCC(CC1)C1=NNC2=CC(=CC(=C12)C)C=1C=C(C=2N(C1)N=CN2)C)=O)C N,N-dimethyl-2-(4-(4-methyl-6-(8-methyl-[1,2,4]triazolo[1,5-a]pyridin-6-yl)-1H-indazol-3-yl)piperidin-1-yl)acetamide